(2,3-dichloro-6-methoxyphenyl)(1-methyl-1H-pyrazol-4-yl)(pyridin-4-yl)methanol ClC1=C(C(=CC=C1Cl)OC)C(O)(C1=CC=NC=C1)C=1C=NN(C1)C